ethyl (2Z)-2-[2-(3,5-dichloro-4-fluorophenyl)hydrazin-1-ylidene]propanoate ClC=1C=C(C=C(C1F)Cl)N\N=C(/C(=O)OCC)\C